C(C=C)(=O)OC(COC1=CC(=CC=C1)OCC(COC1=C(C=C(C=C1Br)Br)Br)OC(C=C)=O)COC1=C(C=C(C=C1Br)Br)Br 1,3-bis[2-acryloxy-3-(2,4,6-tribromophenoxy)propoxy]benzene